propoxycopper (II) C(CC)O[Cu+]